5-(4-(2-methyl-2H-tetrazol-5-yl)phenethyl)-2-(furan-2-yl)-[1,2,4]triazol CN1N=C(N=N1)C1=CC=C(CCC=2N=CN(N2)C=2OC=CC2)C=C1